2-(1H-pyrazolo[3,4-b]pyridin-4-yl)-1H-indole-3-carboxylate N1N=CC=2C1=NC=CC2C=2NC1=CC=CC=C1C2C(=O)[O-]